ClC1=CC=C(C=C1)C=1N=CN(C1C1=CC=NC=C1)CC(=O)N1CC2(CN(CCO2)C)CCC1 2-[4-(4-chlorophenyl)-5-(pyridin-4-yl)-1H-imidazol-1-yl]-1-{4-methyl-1-oxa-4,8-diazaspiro[5.5]undecan-8-yl}ethan-1-one